2-((9-((4-cyano-2-fluorobenzyl)oxy)-3,4,10,10a-tetrahydropyrazino[1,2-a]indol-2(1H)-yl)methyl)-1-(((S)-oxetan-2-yl)methyl)-1H-benzo[d]imidazole-6-carboxylic acid C(#N)C1=CC(=C(COC=2C=3CC4N(C3C=CC2)CCN(C4)CC4=NC2=C(N4C[C@H]4OCC4)C=C(C=C2)C(=O)O)C=C1)F